CC(C)C(=CCC)C 2,3-dimethyl-3-hexene